C(C)(=O)N1[C@H]([C@@H]([C@H](C2=CC(=CC=C12)F)NC1=NC=C(C(=O)N)C=C1)C)C 6-(((2S,3R,4R)-1-acetyl-6-fluoro-2,3-dimethyl-1,2,3,4-tetrahydroquinolin-4-yl)amino)nicotinamide